8-(4-Methoxycarbonylphenyl)-2-(4-(benzyloxy)phenyl)-5,7-dimethoxy-4H-chromen-4-one COC(=O)C1=CC=C(C=C1)C=1C(=CC(=C2C(C=C(OC12)C1=CC=C(C=C1)OCC1=CC=CC=C1)=O)OC)OC